2-(4-fluorophenyl)octahydropyrrolo[3,4-c]pyrrole FC1=CC=C(C=C1)N1CC2CNCC2C1